CC=1C=NC=CC1C#CC=1C=NC=CC1SC1(CCC1)CCC(=O)O 1-((3-(3-methylpyridin-4-ylethynyl)pyridin-4-yl)mercapto)-1-cyclobutanepropionic acid